C(C1=CC=CC=C1)N1CCNCCNCC1 1-Benzyl-1,4,7-triazacyclononane